[2-(2-bromo-5-nitrophenoxy)ethyl]dimethylamine BrC1=C(OCCN(C)C)C=C(C=C1)[N+](=O)[O-]